OC1=CC(=CC2=C1OC(O2)(C2=CC=CC=C2)C2=CC=CC=C2)C(=O)OC2=CC(=CC1=C2OC(O1)(C1=CC=CC=C1)C1=CC=CC=C1)C(=O)OC1=CC(=CC2=C1OC(O2)(C2=CC=CC=C2)C2=CC=CC=C2)C(=O)O 7-((7-((7-hydroxy-2,2-diphenylbenzo[d][1,3]dioxole-5-carbonyl)oxy)-2,2-diphenylbenzo[d][1,3]dioxole-5-carbonyl)oxy)-2,2-diphenylbenzo[d][1,3]dioxole-5-carboxylic acid